2-(1-(((benzyloxy)carbonyl)amino)ethyl)-3-((tert-butyldiphenylsilyl)oxy)pyrrolidine-1-carboxylate C(C1=CC=CC=C1)OC(=O)NC(C)C1N(CCC1O[Si](C1=CC=CC=C1)(C1=CC=CC=C1)C(C)(C)C)C(=O)[O-]